2-(7-((2s,5r)-4-(1-(5-(difluoromethyl)pyridin-2-yl)ethyl)-2,5-diethylpiperazin-1-yl)-4-methyl-5-oxo-4,5-dihydro-2H-pyrazolo[4,3-b]pyridin-2-yl)acetonitrile FC(C=1C=CC(=NC1)C(C)N1C[C@@H](N(C[C@H]1CC)C=1C=2C(N(C(C1)=O)C)=CN(N2)CC#N)CC)F